CC(C)N1N=NC2=C1C=CC(=C2)C(=O)NN 1-(propan-2-yl)-1H-1,2,3-benzotriazole-5-carbohydrazide